Cl.C1(O)=CC(O)=CC(O)=C1 phloroglucinol-hydrochloride